ClC1=C(C=C(C=C1)C1=NNC(O[C@H]1C)=O)C(F)(F)F (6S)-5-[4-chloro-3-(trifluoromethyl)phenyl]-6-methyl-3,6-dihydro-2H-1,3,4-oxadiazin-2-one